5-[[(3R,4R)-4-[4-hydroxy-4-[[7-(1-methylpyrazol-4-yl)-4-oxo-pyrrolo[2,3-d]pyrimidin-3-yl]methyl]piperidine-1-carbonyl]-3-phenyl-1-piperidinyl]methyl]pyridine-2-carbonitrile OC1(CCN(CC1)C(=O)[C@H]1[C@@H](CN(CC1)CC=1C=CC(=NC1)C#N)C1=CC=CC=C1)CN1C=NC2=C(C1=O)C=CN2C=2C=NN(C2)C